ClC1=CC(=C(COC2=CC=CC(=N2)C=2CCN(CC2)CC2=NC3=C(N2C[C@H]2OCC2)C=CC(=C3)C(=O)NC=3C=C2C(=CNC2=CC3)C)C=C1)F (S)-2-((6-((4-chloro-2-fluorobenzyl)oxy)-3',6'-dihydro-[2,4'-bipyridin]-1'(2'H)-yl)methyl)-N-(3-methyl-1H-indol-5-yl)-1-(oxetan-2-ylmethyl)-1H-benzo[d]imidazole-5-carboxamide